FC1=C(C=C(C(=C1)F)F)CCCCC(=O)CCCCC1=C(C=C(C(=C1)F)F)F 4-(2,4,5-trifluoro phenyl)-1-butyl ketone